BrC=1C(=NC(=NC1)NC1=C(C=C(C(=C1)[N+](=O)[O-])N(C)CCN(C)C)OC)C1=CNC2=CC=CC=C12 N1-(5-bromo-4-(1H-indol-3-yl)pyrimidin-2-yl)-N4-(2-(dimethylamino)ethyl)-2-methoxy-N4-methyl-5-nitrobenzene-1,4-diamine